(R)-2-amino-2-(3-(trifluoromethoxy)phenyl)acetic acid ethyl ester C(C)OC([C@@H](C1=CC(=CC=C1)OC(F)(F)F)N)=O